O1C(=CC=C1)C=CC(C)=O 4-(2-furyl)but-3-en-2-one